ClC1=C(C=C(C=C1)C1=CC(=NC=C1)OCC1CC1)CC(C(=O)NC1=CC=C(C=C1)C=1N(C=NC1)C)NC(=O)C=1N(N=CC1)C N-[1-[[2-chloro-5-[2-(cyclopropylmethoxy)-4-pyridyl]phenyl]methyl]-2-[4-(3-methylimidazol-4-yl)anilino]-2-oxo-ethyl]-2-methyl-pyrazole-3-carboxamide